2-aminomethylpyridine lead [Pb].NCC1=NC=CC=C1